(S)-2-((1-(2-(bis(4-methylphenyl)methylene)hydrazineyl)-1-oxopropan-2-yl)carbamoyl)-4-methoxypyridin-3-yl isobutyrate C(C(C)C)(=O)OC=1C(=NC=CC1OC)C(N[C@H](C(=O)NN=C(C1=CC=C(C=C1)C)C1=CC=C(C=C1)C)C)=O